2,5-Dimethyl-2,5-di-(tert.-butylperoxy)-hexan CC(C)(CCC(C)(OOC(C)(C)C)C)OOC(C)(C)C